N-[[4-[3-[4-[(E)-4-bromobut-2-enoyl]piperazin-1-yl]-4-pyridyl]-2-methyl-phenyl]methyl]-5-tert-butyl-1,2,4-oxadiazole-3-carboxamide BrC/C=C/C(=O)N1CCN(CC1)C=1C=NC=CC1C1=CC(=C(C=C1)CNC(=O)C1=NOC(=N1)C(C)(C)C)C